1-PROPYL-1H-IMIDAZOLE-2-CARBALDEHYDE C(CC)N1C(=NC=C1)C=O